1-(4-bromophenyl)-4-(4-piperidinylmethoxymethyl)piperidine hydrochloride Cl.BrC1=CC=C(C=C1)N1CCC(CC1)COCC1CCNCC1